2-{2-[4'-({5-[4-(methoxycarbonyl)phenyl]-1,3,4-thiadiazol-2-yl}carbamoyl)-[1,1'-biphenyl]-4-amido]-6-(propan-2-yl)phenyl}acetic acid COC(=O)C1=CC=C(C=C1)C1=NN=C(S1)NC(=O)C1=CC=C(C=C1)C1=CC=C(C=C1)C(=O)NC1=C(C(=CC=C1)C(C)C)CC(=O)O